N-(8-(ethylthio)-1-(4-fluorobenzyl)-6-methyl-2,3,4,5-tetrahydro-1H-benzo[b]azepine-7-yl)-3,3-dimethylbutanamide C(C)SC=1C(=C(C2=C(N(CCCC2)CC2=CC=C(C=C2)F)C1)C)NC(CC(C)(C)C)=O